ClC1=CC=C(C=C1)S(=O)(=O)N(OS(=O)C(F)(F)F)C 4-chloro-N-methyl-N-(((trifluoromethyl)sulfinyl)oxy)benzenesulfonamide